3-bromo-6-(difluoromethyl)pyridin-2-amine BrC=1C(=NC(=CC1)C(F)F)N